N-[(3-cyclohexylphenyl)methyl]-1-(4-methoxyphenyl)-methanamin C1(CCCCC1)C=1C=C(C=CC1)CNCC1=CC=C(C=C1)OC